OC([C@H](N)C(=O)O)CC(=O)O β-hydroxyglutamic acid